N1N=CC2=CC=C(C=C12)CC(=O)NC[C@H]([C@@H](O)[C@H]1[C@@H]([C@H](C[C@@](O1)(C(=O)O)OCC1=CC=C(C=C1)OCCC#C)O)NC(CO)=O)O (2R,4S,5R,6R)-6-((1R,2R)-3-(2-(1H-indazol-6-yl)acetamido)-1,2-dihydroxypropyl)-2-((4-(but-3-yn-1-yloxy)benzyl)oxy)-4-hydroxy-5-(2-hydroxyacetamido)tetrahydro-2H-pyran-2-carboxylic acid